1-(2-(trimethylsilyl)ethoxymethyl)-2-(4-tert-butoxycarbonyl-3-trifluoromethyl-1H-pyrazol-1-yl)benzimidazole C[Si](CCOCN1C(=NC2=C1C=CC=C2)N2N=C(C(=C2)C(=O)OC(C)(C)C)C(F)(F)F)(C)C